[Cl-].[Cl-].C[Si](=[Zr+2](C1C=C(C2=CC=CC=C12)C)C1C=C(C2=CC=CC=C12)C)C dimethylsilanediyl-bis(3-methyl-indenyl)zirconium dichloride